(3S,4S) or (3R,4R)-4-(4-(6-chloro-2-((5-methyl-1-(methyl-d3)-1H-pyrazol-4-yl)amino)quinazolin-7-yl)piperidin-1-yl)-4-methyltetrahydrofuran-3-ol ClC=1C=C2C=NC(=NC2=CC1C1CCN(CC1)[C@@]1([C@@H](COC1)O)C)NC=1C=NN(C1C)C([2H])([2H])[2H] |o1:17,18|